1-[2-(Cyclobutyloxy)pyridin-4-yl]methanamin C1(CCC1)OC1=NC=CC(=C1)CN